N1CCC(CC1)CNC1=NC=CC(=C1)C1=CN(C2=CN=CC=C21)S(=O)(=O)C2=CC=C(C)C=C2 N-(piperidin-4-ylmethyl)-4-(1-tosyl-1H-pyrrolo[2,3-c]pyridin-3-yl)pyridin-2-amine